1,3,5-trimethyl-adamantane CC12CC3(CC(CC(C1)C3)(C2)C)C